CN(C1=CC=C(C=NN=C2NC(CC(N2)=O)C2=CC=C(C=C2)C)C=C1)C 2-((4-(dimethylamino)benzylidene)hydrazineylidene)-6-(p-tolyl)tetrahydropyrimidin-4(1H)-one